5-chloro-N-((1r,4r)-4-((2',3'-dimethyl-2-oxo-3'H-[1,5'-bibenzo[d]imidazol]-3(2H)-yl)methyl)cyclohexyl)-2-methylnicotinamide ClC=1C=NC(=C(C(=O)NC2CCC(CC2)CN2C(N(C3=C2C=CC=C3)C3=CC2=C(N=C(N2C)C)C=C3)=O)C1)C